Racemic-trans-4-(5-cyano-2-methoxyphenyl)-6-methyl-N-(5-(2-methyl-cyclobutane-1-carbonyl)-5,6-dihydro-4H-pyrrolo[3,4-d]thiazol-2-yl)nicotinamide C(#N)C=1C=CC(=C(C1)C1=CC(=NC=C1C(=O)NC=1SC2=C(N1)CN(C2)C(=O)[C@H]2[C@@H](CC2)C)C)OC |r|